F[C@H]1[C@@H]2CCC(C[C@H]1N(C1=CN=C(N=N1)C1=C(C=C(C=C1)N1N=CC(=C1)C)O)C)N2 2-(6-[[(1S,2S,3R)-2-fluoro-8-azabicyclo[3.2.1]octan-3-yl](methyl)amino]-1,2,4-triazin-3-yl)-5-(4-methylpyrazol-1-yl)phenol